tert-butyl 7-(3-ethoxy-1-(4-methyl-1-(2-(2-(piperidin-4-yloxy)ethoxy)ethyl)-1H-benzo[d][1,2,3]triazol-5-yl)-3-oxopropyl)-3,4-dihydroisoquinoline-2(1H)-carboxylate C(C)OC(CC(C1=C(C2=C(N(N=N2)CCOCCOC2CCNCC2)C=C1)C)C1=CC=C2CCN(CC2=C1)C(=O)OC(C)(C)C)=O